C1(CC1)C1COC=2C1=C(C(=CC2F)C(C)C)O 3-cyclopropyl-7-fluoro-5-isopropyl-2,3-dihydrobenzofuran-4-ol